NC1=C(C=C(C=C1)C1=CC=C2C=CC(=C(C2=C1)NCC(C#N)=C)OC)S(=O)(=O)C 2-({[7-(4-amino-3-methanesulfonylphenyl)-2-methoxynaphthalen-1-yl]amino}methyl)prop-2-enenitrile